(E)-5-decen-1-ol C(CCC\C=C\CCCC)O